3-trifluoroacetamidopropyl 2-O-(2,3,4-tri-O-benzyl-α-L-fucopyranosyl)-3-O-(2-acetamido-2-deoxy-α-D-glucopyranosyl)-β-D-galactopyranoside C(C1=CC=CC=C1)O[C@@H]1[C@@H](O[C@H]([C@H]([C@H]1OCC1=CC=CC=C1)OCC1=CC=CC=C1)C)O[C@H]1[C@H](OCCCNC(C(F)(F)F)=O)O[C@@H]([C@@H]([C@@H]1O[C@@H]1[C@@H]([C@@H](O)[C@H](O)[C@H](O1)CO)NC(C)=O)O)CO